2-(7,7-dimethylindeno[2,1-b]carbazol-5-yl)-4-(1,1'-biphenyl-4-yl)-6-phenyl-1,3,5-Triazine CC1(C2=CC=CC=C2C=2C1=CC=1N(C3=CC=CC=C3C1C2)C2=NC(=NC(=N2)C2=CC=C(C=C2)C2=CC=CC=C2)C2=CC=CC=C2)C